CC1=NCN(C2=CC=CC=C12)S(=O)(=O)C1=CC=C(C)C=C1 4-methyl-1-tosyl-1,2-dihydroquinazoline